7-(Benzyloxy)heptanal C(C1=CC=CC=C1)OCCCCCCC=O